FC1=CC=2N(C=C1)C(=CN2)C2=C1CNC(C1=C(C=C2)NC2=NN(C(=C2)C2(CCOCC2)O)C)=O 4-(7-fluoroimidazo[1,2-a]pyridin-3-yl)-7-((5-(4-hydroxytetra-hydro-2H-pyran-4-yl)-1-methyl-1H-pyrazol-3-yl)amino)isoindolin-1-one